(3R)-3-{2-[(dimethylamino)methyl]-1H-indol-3-yl}-5-hydroxy-2-methyl-2,3-dihydro-1H-isoindol-1-one CN(C)CC=1NC2=CC=CC=C2C1[C@@H]1N(C(C2=CC=C(C=C12)O)=O)C